C1(=CC=CC=C1)C1=NC(=NC(=N1)C1=CC=CC=C1)C1=CC=C(C=C1)C(=O)O (4-(4,6-diphenyl-1,3,5-triazin-2-yl)phenyl)carboxylic acid